1-(2-((1-methyl-1H-pyrazol-5-yl)amino)benzyl)cyclopropane-1-carbonitrile CN1N=CC=C1NC1=C(CC2(CC2)C#N)C=CC=C1